C(C)C1=NC(C2(N=CN([C@H]3[C@H](O)[C@H](O)[C@@H](CO)O3)C2N1CC)CC)=N 2,3,5-triethyladenosine